6-methylheptanoic acid CC(CCCCC(=O)O)C